N-(5-amino-2-pyridyl)-N-methylmethanesulfonamide NC=1C=CC(=NC1)N(S(=O)(=O)C)C